3-iodo-5-methyl-1-((2-(trimethylsilyl)ethoxy)methyl)-1H-pyrazolo[4,3-d]Pyrimidin-7-ol IC1=NN(C2=C1N=C(N=C2O)C)COCC[Si](C)(C)C